C(C)O[Si](CCCNC(=O)NCCC[Si](C1=CC=CC=C1)(OCC)OCC)(C1=CC=CC=C1)OCC N,N'-bis(3-diethoxyphenylsilylpropyl)urea